Ethyl (E)-4-{[4-(3-chloro-10,11-dihydro-5H-dibenzo[b,f]azepin-5-yl)-4-oxo-butyl]amino}but-2-enoate ClC=1C=CC2=C(N(C3=C(CC2)C=CC=C3)C(CCCNC/C=C/C(=O)OCC)=O)C1